CC1=NN2C(N=CC=C2C2CN(CCC2)CC2=CC=C(C=C2)C(F)(F)F)=C1C1=CC=NC=C1 2-Methyl-3-(pyridin-4-yl)-7-(1-(4-(trifluoromethyl)benzyl)piperidin-3-yl)pyrazolo[1,5-a]pyrimidine